N=1NN=NC1C1=CC(=C2C=NNC2=C1)NCCCNC(CCNCC1=CC(=C(C=C1)C1=CC=CC=C1)Cl)=O N-(3-((6-(2H-tetrazol-5-yl)-1H-indazol-4-yl)amino)propyl)-3-(((2-chloro-[1,1'-biphenyl]-4-yl)methyl)amino)propanamide